C(N)(O[C@@](C(C)(C)O)(C1=C(C=C(C=C1)OCC(CCC)C)F)C(C)(C)C)=O ((1R)-tert-butyl 1-(2-fluoro-4-((2-methylpentyl) oxy) phenyl)-2-hydroxy-2-methylpropyl) carbamate